BrC1=CC=C(C=C1)N1C(C(=CC=C1)C=C(F)F)=O 1-(4-bromophenyl)-3-(2,2-difluorovinyl)pyridin-2(1H)-one